C1=CC=CC=2C3=CC=CC=C3C(C12)=NC(CCCC#N)C=1OC=CC1 5-((9H-fluoren-9-ylidene)amino)-5-(furan-2-yl)valeronitrile